[Si](C)(C)(C(C)(C)C)OC1=CC=C(C=C1)CCC(C)O 4-(4-((tert-butyldimethylsilyl)oxy)phenyl)butan-2-ol